(S)-1-(4-((S)-2,3-dihydroxypropoxy)-2,6-difluorobenzyl)-3,4-dimethyl-2-oxo-N-(2,4,6-trifluorobenzyl)-1,2,3,4-tetrahydroquinazolin-7-carboxamide O[C@H](COC1=CC(=C(CN2C(N([C@H](C3=CC=C(C=C23)C(=O)NCC2=C(C=C(C=C2F)F)F)C)C)=O)C(=C1)F)F)CO